C(C)(C)(C)OC(=O)N1CCN(CC1)C1=C(C=CC(=C1)Br)C=O 4-(5-bromo-2-formylphenyl)piperazine-1-carboxylic acid tert-butyl ester